NC1=NN2C(N=CC=C2)=C1C(C[C@H](C)C=1N(C(C2=C(C=CC=C2C1)C#CC=1C=NN(C1)C)=O)C1=CC=CC=C1)=O (S)-3-(4-(2-aminopyrazolo[1,5-a]pyrimidin-3-yl)-4-oxobutan-2-yl)-8-((1-methyl-1H-pyrazol-4-yl)ethynyl)-2-phenylisoquinolin-1(2H)-one